FC(C1=NC=CC(=C1)OCC1CCN(CC1)C(=O)OC(C)(C)C)(F)F tert-butyl 4-(((2-(trifluoromethyl)pyridin-4-yl)oxy)methyl)piperidine-1-carboxylate